5-chloro-N4-(o-tolyl)-N2-(p-tolyl)pyrimidine-2,4-diamine ClC=1C(=NC(=NC1)NC1=CC=C(C=C1)C)NC1=C(C=CC=C1)C